OCC=1N=NN(C1)C1=CC=C(C=C1)C(C=CC1=CC=C(C=C1)OC)=O 1-[4-[4-(Hydroxymethyl)-1H-1,2,3-triazole-1-yl]phenyl]-3-(4-methoxyphenyl)-2-propene-1-one